2-(2-(((2R,4S)-1-(tert-butoxycarbonyl)-4-((4-(nonanoyloxy)-3-((nonanoyloxy)methyl)butanoyl)oxy)pyrrolidin-2-yl)methoxy)-2-oxoethyl)propane-1,3-diyl dinonanoate C(CCCCCCCC)(=O)OCC(COC(CCCCCCCC)=O)CC(=O)OC[C@@H]1N(C[C@H](C1)OC(CC(COC(CCCCCCCC)=O)COC(CCCCCCCC)=O)=O)C(=O)OC(C)(C)C